tert-butyl (2-acetamido-5-ethoxypyridin-4-yl)(6-chloro-2-(1,1-difluoroethyl)pyrimidin-4-yl)carbamate C(C)(=O)NC1=NC=C(C(=C1)N(C(OC(C)(C)C)=O)C1=NC(=NC(=C1)Cl)C(C)(F)F)OCC